C(C)(C)(C)OC(=O)N1C[C@H](OCC1)CN1CCC(CC1)NC=1C=2N(C=C(C1)C(=C)OCC)C(=CN2)C(=C)C (2R)-2-[[4-[[6-(1-ethoxyvinyl)-3-isopropenyl-imidazo[1,2-a]pyridin-8-yl]amino]-1-piperidinyl]methyl]morpholine-4-carboxylic acid tert-butyl ester